CN1NC(CC1)B1OC(C(O1)(C)C)(C)C 1-methyl-3-(4,4,5,5-tetramethyl-1,3,2-dioxaborolan-2-yl)pyrazolidine